BrC1=CC=C2C(=C1)OCCC21CC1 7-Bromospiro[chroman-4,1'-cyclopropane]